C(C(=C)C)(=O)OCCC[Si](O[Si](O[Si](C)(C)C)(O[Si](C)(C)C)CCCOC(C(=C)C)=O)(O[Si](C)(C)C)O[Si](C)(C)C 1,3-bis(3-(methacryloxy)propyl)-1,1,3,3-tetrakis(trimethylsiloxy)disiloxane